ClC1=CC(=C(C2=C1N(N=N2)C)C)C(CC(=O)OCC)C=2C=C(C1=C(C=CS1)C2)CO ethyl 3-(7-chloro-1,4-dimethyl-1H-benzotriazol-5-yl)-3-[7-(hydroxymethyl)-1-benzothiophen-5-yl]propanoate